ClC1=CC=C(C=C1)C(C)(C)NC(C)=O N-[2-(4-chlorophenyl)propan-2-yl]acetamide